BrC1=C(C(=O)[O-])C=CC(=C1)I 2-bromo-4-iodo-benzoate